(3R)-4-amino-N,3-dimethyl-N-(4-(pentafluoro-λ6-sulfanyl)benzyl)-1,3-dihydrofuro[3,4-c]quinoline-8-carboxamide NC1=NC=2C=CC(=CC2C2=C1[C@H](OC2)C)C(=O)N(CC2=CC=C(C=C2)S(F)(F)(F)(F)F)C